C(C)(C)(C)OC(N(C)CC1=CC=C(C=C1)CN(CCC)C(=O)C1=CC2=C(N=C(C1)N)C=C(S2)CCCCCN)=O N-[[4-[[[5-amino-2-(5-aminopentyl)-6H-thieno[3,2-b]azepin-7-carbonyl]-propyl-amino]methyl]phenyl]methyl]-N-methyl-carbamic acid tert-butyl ester